ClC(C1=NC(=NO1)C1=CC=2N(C=C1)C=C(N2)CC(=O)N=S(=O)(C)CC)(F)F 2-(7-(5-(chlorodifluoromethyl)-1,2,4-oxadiazol-3-yl)imidazo[1,2-a]pyridin-2-yl)-N-(ethyl(methyl)(oxo)-λ6-sulfaneylidene)acetamide